dimethyl 5-bromo-3-nitrophthalate BrC1=CC(=C(C(C(=O)OC)=C1)C(=O)OC)[N+](=O)[O-]